C(#N)[C@@H](C)N1N=C(C(=C1)NC=O)OC(C)C (R)-N-(1-(1-cyanoethyl)-3-isopropoxy-1H-pyrazol-4-yl)formamide